Cl.N[C@@H]1CC[C@H](CC1)C1=NOC(N1)=O 3-(Trans-4-aminocyclohexyl)-1,2,4-oxadiazol-5(4H)-one hydrochloride